BrC(C)C=1C(=NC=CC1)C(F)(F)F (1-bromoethyl)-2-(trifluoromethyl)pyridine